tert-Butyl N-[(1S,2R)-2-[(6-{[(1S,2R)-1-{[(tert-butoxy)carbonyl]amino}-2,3-dihydro-1H-inden-2-yl]oxy}hexyl)oxy]-2,3-dihydro-1H-inden-1-yl]carbamate C(C)(C)(C)OC(=O)N[C@@H]1[C@@H](CC2=CC=CC=C12)OCCCCCCO[C@H]1[C@H](C2=CC=CC=C2C1)NC(OC(C)(C)C)=O